N-[3-[5-chloro-2-[[1-(2-hydroxyethyl)pyrazol-4-yl]amino]pyrimidin-4-yl]-1-methyl-indol-6-yl]prop-2-enamide ClC=1C(=NC(=NC1)NC=1C=NN(C1)CCO)C1=CN(C2=CC(=CC=C12)NC(C=C)=O)C